5-((2-methoxy-6-(4-(trifluoromethyl)piperidin-1-yl)pyridin-3-yl)amino)-1,3-dimethyl-1,3-dihydro-2H-benzo[d]imidazol-2-one COC1=NC(=CC=C1NC1=CC2=C(N(C(N2C)=O)C)C=C1)N1CCC(CC1)C(F)(F)F